C(CN(CP(=O)(O)[O-])CP(=O)(O)[O-])N(CCN(CP(=O)(O)[O-])CP(=O)(O)[O-])CP(=O)(O)[O-].[Na+].[Na+].[Na+].[Na+].[Na+] pentasodium diethylenetriaminepentamethylenephosphonate